N-(6-amino-5-ethyl-3-pyridyl)-2-[(2S,5R)-2-(1H-benzimidazol-5-yl)-5-methyl-1-piperidyl]-2-oxo-acetamide NC1=C(C=C(C=N1)NC(C(=O)N1[C@@H](CC[C@H](C1)C)C1=CC2=C(NC=N2)C=C1)=O)CC